C1(=CC=CC=C1)[C@@H](C)N=C=O (R)-alpha-phenylethyl isocyanate